3-(2,6-dichlorophenyl)-5-phenylisoxazole ClC1=C(C(=CC=C1)Cl)C1=NOC(=C1)C1=CC=CC=C1